C1(CC1)S(=O)(=O)NC=1SC=C(N1)CC(=O)NC=1C=NC(=CC1)C=1C=NC=NC1 2-(2-(cyclopropanesulfonylamino)thiazol-4-yl)-N-(6-(pyrimidin-5-yl)pyridin-3-yl)acetamide